2-(3-ethyl-4-oxo-spiro[6,8-dihydro-5H-pyrazolo[4,3-c]azepine-7,4'-tetrahydropyran]-1-yl)ethyl thiazole-4-carboxylate S1C=NC(=C1)C(=O)OCCN1N=C(C=2C(NCC3(CCOCC3)CC21)=O)CC